C[C@@H]1[C@H](C(=O)O[C@H]1[C@@H]2[C@H]([C@H]3CC[C@@H]4[C@@]3(CC[C@H]5[C@H]4CCC6=CC(=O)C=C[C@]56C)C(=O)O2)C)C The molecule is a withanolide that is 18,22:23,26-diepoxyergosta-1,4-diene substituted by oxo groups at positions 3, 18 and 26. It has been isolated from a Formosan soft coral Paraminabea acronocephala. It has a role as a coral metabolite. It is a gamma-lactone, an enone, an ergostanoid and a withanolide.